CN(CCC)OCC(N1CCN(CC1)C1=NC=C(C=N1)C(F)(F)F)=O 1-(methyl(2-oxo-2-(4-(5-(trifluoromethyl)pyrimidin-2-yl)piperazin-1-yl)ethoxy)Amino)propane